1-amino-3,6,9,12,15,18,21,24,27-nonaoxatriacontane NCCOCCOCCOCCOCCOCCOCCOCCOCCOCCC